ClC=1C=C(C=C(C1)OCC=1N=CSC1C)N1C(N(C(C(=C1)C=1C(NC=CC1)=O)=O)C=1C=NC=CC1)=O 1-[3-chloro-5-[(5-methylthiazol-4-yl)methoxy]phenyl]-5-(2-oxo-1H-pyridin-3-yl)-3-(3-pyridyl)pyrimidine-2,4-dione